C(=CC1=CC=CC=C1)P(C=CC1=CC=CC=C1)C=CC1=CC=CC=C1 tristyryl-phosphine